CC=1C(CC(C1CC#C)=O)OC(=O)C1C(C1C=C(C)C)(C)C 2-methyl-4-oxo-3-prop-2-yn-1-yl-cyclopent-2-en-1-yl-2,2-dimethyl-3-(2-methylprop-1-en-1-yl)-cyclopropanecarboxylate